[Ce].[La].FC=1C=CC(=C(C1)CC(=O)N)[N+](=O)[O-] 2-(5-fluoro-2-(nitro)phenyl)acetamide Lanthanum cerium